(2-chloro-4-((2-(fluoromethyl)benzofuran-7-yl)oxy)phenyl)(4-(((3R,6S)-6-(Hydroxymethyl)tetrahydro-2H-pyran-3-yl)amino)-7H-pyrrolo[2,3-d]pyrimidin-5-yl)methanone ClC1=C(C=CC(=C1)OC1=CC=CC=2C=C(OC21)CF)C(=O)C2=CNC=1N=CN=C(C12)N[C@H]1CO[C@@H](CC1)CO